B([O-])([O-])[O-].[Na+].[Na+].[Na+] Natrium borate